(1,1-dimethylpropynoxy)methylsilane CC(C#C)(OC[SiH3])C